ClC1=CC=C(C=C1)C=1N=CN(C1C1=CC(=NC=C1)CNC(C)=O)CC(=O)N1CCN(CC1)C(=O)OCC1=CC=CC=C1 benzyl 4-{2-[4-(4-chlorophenyl)-5-[2-(acetamidomethyl)pyridin-4-yl]-1H-imidazol-1-yl]acetyl}piperazine-1-carboxylate